C1=CC=CC=2C3=CC=CC=C3N(C12)C=1C=CC(=C(C1)B(O)O)C#N (5-(9H-carbazole-9-yl)-2-cyanophenyl)boronic acid